N,N-diethylaminoethanol isooctanoate C(CCCCC(C)C)(=O)OC(C)N(CC)CC